O=C1NC2(CN1)CN(CCC2)C2=CC=NC=C2 4-(2-oxo-1,3,7-triazaspiro[4.5]decane-7-yl)pyridin